2'-bromo-4-chloro-6'-fluoro-2-methoxy-1,1'-biphenyl BrC1=C(C(=CC=C1)F)C1=C(C=C(C=C1)Cl)OC